C(C=CCCCCCCC)(=O)N Decenamid